Calcium bis[3,5-di(tert-butyl)-4-hydroxybenzyl (ethoxy) phosphonate] C(C)(C)(C)C=1C=C(CCCOP([O-])([O-])=O)C=C(C1O)C(C)(C)C.C(C)(C)(C)C=1C=C(CCCOP([O-])([O-])=O)C=C(C1O)C(C)(C)C.[Ca+2].[Ca+2]